(1R,2R)-2-fluoro-N-(4-(6-((R)-1-hydroxybutyl-1-d)-4-methylpyridin-3-yl)-[1,2,4]triazolo[1,5-a][1,6]naphthyridin-8-yl)cyclopropane-1-carboxamide F[C@H]1[C@H](C1)C(=O)NC1=NC=C2C=C(C=3N(C2=C1)N=CN3)C=3C=NC(=CC3C)[C@](CCC)([2H])O